aniline acetate (ANILINEACETATE) N(C1=CC=CC=C1)CC(=O)O.C(C)(=O)O.NC1=CC=CC=C1